CCNCCOCCOCCOCCOCCC(=O)O 6,9,12,15-tetraoxa-3-azaoctadecan-18-oic acid